COC1=C(C=C(C=C1)OC1=CC=C(C=C1)C(F)(F)F)NC(=O)[C@H]1CNC(CC1)=O (R)-N-(2-methoxy-5-(4-(trifluoromethyl)phenoxy)phenyl)-6-oxopiperidine-3-carboxamide